C(C1=CC(O)=C(O)C(O)=C1)(=O)[C@]1(O)[C@](O)([C@@](O)([C@](O)([C@H](O1)COC(C1=CC(O)=C(O)C(O)=C1)=O)C(C1=CC(O)=C(O)C(O)=C1)=O)C(C1=CC(O)=C(O)C(O)=C1)=O)C(C1=CC(O)=C(O)C(O)=C1)=O 1,2,3,4,6-O-pentagalloyl-beta-D-glucose